6-bromo-1-((2-(trimethylsilyl)ethoxy)methyl)-2H-pyrazolo[4,3-b]pyridine-3-formaldehyde BrC=1C=C2C(=NC1)C(NN2COCC[Si](C)(C)C)C=O